5-fluoro-4-(4-fluoro-1-isopropyl-2-methyl-1H-benzo[d]imidazol-6-yl)-N-(5-(4-(methylamino)piperidin-1-yl)pyridin-2-yl)pyrimidin-2-amine FC=1C(=NC(=NC1)NC1=NC=C(C=C1)N1CCC(CC1)NC)C=1C=C(C2=C(N(C(=N2)C)C(C)C)C1)F